C(C)C=1SC(=CN1)CN1N=C(C=CC1=O)C=1C=NC(=NC1)OCC(C)C 2-((2-ethylthiazol-5-yl)methyl)-6-(2-isobutoxypyrimidin-5-yl)pyridazin-3(2H)-one